O-(3-phenylpropyl) S-methyl dithiocarbonate C(SC)(OCCCC1=CC=CC=C1)=S